2-(2-[4-(3-chlorophenoxy)-3-sulfamoylphenyl]amino-2-Oxoethyl)-N,N-dimethylbenzamide ClC=1C=C(OC2=C(C=C(C=C2)NC(CC2=C(C(=O)N(C)C)C=CC=C2)=O)S(N)(=O)=O)C=CC1